6-[7-[(3-fluoro-1-methyl-azetidin-3-yl)methoxy]imidazo[1,2-a]pyridin-3-yl]-8-methoxy-2-(2,2,2-trifluoroethyl)-3,4-dihydroisoquinolin-1-one Lactat C(C(O)C)(=O)O.FC1(CN(C1)C)COC1=CC=2N(C=C1)C(=CN2)C=2C=C1CCN(C(C1=C(C2)OC)=O)CC(F)(F)F